6-(azetidin-3-yl)-N-(2,2-dimethyl-6-morpholino-2,3-dihydrobenzofuran-5-yl)pyrazolo[1,5-a]pyrimidine-3-carboxamide hydrochloride Cl.N1CC(C1)C=1C=NC=2N(C1)N=CC2C(=O)NC=2C(=CC1=C(CC(O1)(C)C)C2)N2CCOCC2